COC1=C(C=CC(=C1)S(=O)(=O)N1CCOCC1)NC=1N=C(C2=C(N1)NC=C2C#N)N[C@@H]2COCC2 (S)-2-((2-methoxy-4-(morpholinosulfonyl)phenyl)amino)-4-((tetrahydrofuran-3-yl)amino)-7H-pyrrolo[2,3-d]pyrimidine-5-carbonitrile